7-Chloro-5-fluoro-2-(trifluoromethyl)-1H-benzimidazol ClC1=CC(=CC2=C1NC(=N2)C(F)(F)F)F